S1N=C(C2=C1C=CC=C2)N2CCN(CC2)CCN2C(C1=CN=C(C=C1CC2)OC)=O 2-{2-[4-(1,2-Benzisothiazol-3-yl)piperazin-1-yl]ethyl}-6-methoxy-3,4-dihydro-2,7-naphthyridin-1(2H)-one